C(#C)C1=CC(=C(C=C1)[C@H](C)NC(=O)[C@H]1N(C[C@@H](C1)O)C(=O)[C@H](C(C)(C)C)NC(OC(C)(C)C)=O)O tert-butyl N-[(1S)-1-[(2S,4R)-2-[[(1S)-1-(4-ethynyl-2-hydroxy-phenyl)ethyl]carbamoyl]-4-hydroxy-pyrrolidine-1-carbonyl]-2,2-dimethyl-propyl]carbamate